(2R,4r,6S)-7-((5-methoxy-7-methyl-1H-indol-4-yl)methyl)-6-(4-(4-methyl-4,7-diazaspiro[2.5]octane-7-carbonyl)phenyl)-7-azaspiro[3.5]nonane-2-carbonitrile COC=1C(=C2C=CNC2=C(C1)C)CN1[C@@H](CC2(CC(C2)C#N)CC1)C1=CC=C(C=C1)C(=O)N1CCN(C2(CC2)C1)C